FC1=C(C(=CC(=C1)N1C[C@@H](CC1)CO)F)C1C(NC(CC1)=O)=O 3-(2,6-difluoro-4-((R)-3-(hydroxymethyl)pyrrolidin-1-yl)phenyl)piperidine-2,6-dione